1,3-diethyl-4,5-dihydroxy-4,5-diphenyl-2-imidazolidinethione C(C)N1C(N(C(C1(C1=CC=CC=C1)O)(C1=CC=CC=C1)O)CC)=S